C1CCC2=C(C=3CCCC3C=C12)NC(NS(=O)(=O)C=1OC=C(C1)CN(C)CC1(CCC1)O)=O 3-(1,2,3,5,6,7-hexahydro-s-indacen-4-yl)-1-[4-([[(1-hydroxycyclobutyl)methyl](methyl)amino]methyl)furan-2-ylsulfonyl]urea